1,2-dimesylethane S(=O)(=O)(C)CCS(=O)(=O)C